(S)-2-amino-3-(4-((7-(3-bromobenzyl)-7H-pyrrolo[2,3-d]pyrimidine-4-yl)oxy)phenyl)propionic acid hydrochloride Cl.N[C@H](C(=O)O)CC1=CC=C(C=C1)OC=1C2=C(N=CN1)N(C=C2)CC2=CC(=CC=C2)Br